(3,6-dimethylpyridin-2-yl)methanol CC=1C(=NC(=CC1)C)CO